vinylsulfonyl-lysine C(=C)S(=O)(=O)N[C@@H](CCCCN)C(=O)O